C(C)(C)(C)OC(=O)NC(C(=O)OCC)CC(C(=O)OC)CC1(CCCCC1)[N+](=O)[O-] 1-Ethyl 5-methyl 2-((tert-butoxycarbonyl)amino)-4-((1-nitrocyclohexyl)methyl)pentanedioate